4-(4-((Phenethylamino)methyl)phenyl)piperazine-1-carboxylic acid tert-butyl ester C(C)(C)(C)OC(=O)N1CCN(CC1)C1=CC=C(C=C1)CNCCC1=CC=CC=C1